3-[methyl-(phenylmethyl)amino]-1,2-propanediol CN(CC(CO)O)CC1=CC=CC=C1